CN1C(OC(C2=C1C=CC(=C2)[N+](=O)[O-])=O)=O 1-methyl-6-nitro-2H-benzo[d][1,3]oxazine-2,4(1H)-dione